C(C)S(=O)C=1C=C(C=NC1C1=NC=2C(=NC=C(C2)C(F)(F)F)N1C)C(C#N)(C)C 2-[5-ethylsulfinyl-6-[3-methyl-6-(trifluoromethyl)imidazo[4,5-b]pyridin-2-yl]-3-pyridyl]-2-methyl-propanenitrile